BrC=1C(=C(C(=O)N(C2CCC(CC2)C(NC2=CC(=C(C=C2)C)OC)=O)O)C=CC1)F 3-Bromo-2-fluoro-N-hydroxy-N-(4-(3-methoxy-4-methylphenylcarbamoyl)cyclohexyl)benzamide